N1-(2-(dimethylamino)ethyl)-5-fluoro-N1-methyl-N4-(4-(1-methyl-1H-indol-3-yl)-5-(trifluoromethyl)pyrimidin-2-yl)-2-nitrobenzene-1,4-diamine CN(CCN(C1=C(C=C(C(=C1)F)NC1=NC=C(C(=N1)C1=CN(C2=CC=CC=C12)C)C(F)(F)F)[N+](=O)[O-])C)C